C1(CC1)OC=1C=CC(=NC1C=O)C(=O)N 5-CYCLOPROPOXY-6-FORMYLPICOLINAMIDE